ClC1=NC(=CC=C1C(=O)O)N1N=C(C(C1)=O)[C@@H]1[C@H]2CC[C@@H](C1)C2 2-chloro-6-[3-[(1S,2S,4R)-norbornan-2-yl]Oxopyrazol-1-yl]Pyridine-3-carboxylic acid